OCC1(CC1)CN1CCS(CC1)(=NC)=O 4-((1-(hydroxymethyl)cyclopropyl)methyl)-1-(methylimino)-1λ6-thiomorpholine-1-oxide